CCCC#CC#CCCC decane-4,6-diyne